The molecule is a dialkyl phosphate and an organophosphate insecticide. It has a role as an EC 3.1.1.7 (acetylcholinesterase) inhibitor, an acaricide, an avicide and an agrochemical. C/C(=C\\C(=O)N(C)C)/OP(=O)(OC)OC